ClC1=C(C=CC=C1C1C(NC(CC1)=O)=O)C1=CC=C(C=C1)N1C2(CCC2)CN(C1=O)C 3-(2-chloro-4'-(7-methyl-6-oxo-5,7-diazaspiro[3.4]octan-5-yl)-[1,1'-biphenyl]-3-yl)piperidine-2,6-dione